C(C)(C)(C)OC(=O)NCC=1OC2=C(C1)C=C(C(=C2C(=O)OC)F)F methyl 2-(((tert-butoxycarbonyl)amino)methyl)-5,6-difluorobenzofuran-7-carboxylate